vinyl 2,2,3,3,4,4,5,5,6,6,7,7,8,8,8-pentadecafluorooctanoate FC(C(=O)OC=C)(C(C(C(C(C(C(F)(F)F)(F)F)(F)F)(F)F)(F)F)(F)F)F